C(C)(C)(C)OC(=O)N1C=CC2=CC(=CC=C12)C1=CC=C(C(=O)O)C=C1 4-(1-(tert-butoxycarbonyl)indol-5-yl)benzoic acid